4-[(3,4-Difluorophenoxy)methyl]1,3-dihydroimidazol-2-one FC=1C=C(OCC=2NC(NC2)=O)C=CC1F